tert-butyl 4-(2-(1-(4-((2-(2,6-dioxopiperidin-3-yl)-1,3-dioxoisoindolin-5-yl)oxy)phenyl)piperidin-4-yl)ethyl)piperidine-1-carboxylate O=C1NC(CCC1N1C(C2=CC=C(C=C2C1=O)OC1=CC=C(C=C1)N1CCC(CC1)CCC1CCN(CC1)C(=O)OC(C)(C)C)=O)=O